C(C)O\N=C(\COC1=CC(=NN1C)C(F)(F)F)/C1=C(C=C(C(=C1)F)Cl)Cl (E)-1-(2,4-dichloro-5-fluorophenyl)-2-((1-methyl-3-(trifluoromethyl)-1H-pyrazol-5-yl)oxy)ethan-1-one-O-ethyloxime